6-chloro-5'-(5-chloro-2-methylphenyl)-2'-(2,4-dimethoxyphenyl)-3'-(1-hydroxypropan-2-yl)-3'H-spiro[indoline-3,4'-pyrrolo[3,4-d]imidazole]-2,6'(5'H)-dione ClC1=CC=C2C(=C1)NC(C21N(C(C=2N=C(N(C21)C(CO)C)C2=C(C=C(C=C2)OC)OC)=O)C2=C(C=CC(=C2)Cl)C)=O